phenyl-potassium silicate [Si](O)(O)(O)O.C1(=CC=CC=C1)[K]